COC(=O)C=1C=NC(=CC1C1=C(C(=NC=C1OC)Cl)F)C.C(C)(C)(C)N1C[C@](CC1)(N(C(CCl)=O)CC1=CC=C(C=C1)C(F)(F)F)C 1-(tert-butyl)3-methyl-(S)-3-(2-chloro-N-(4-(trifluoromethyl)benzyl)acetamido)pyrrolidine methyl-2'-chloro-3'-fluoro-5'-methoxy-6-methyl-[4,4'-bipyridine]-3-carboxylate